C(C)(C)(C)OC(=O)N([C@H](C(=O)OC)C1CC1)C methyl (2S)-2-[tert-butoxycarbonyl (methyl) amino]-2-cyclopropyl-acetate